ClC1=CN=C2C(=N1)NC=C2C#N 3-chloro-5H-pyrrolo[2,3-b]pyrazine-7-carbonitrile